6-benzyloxy-8-{(R)-1-hydroxy-2-[2-(4-methoxy-phenyl)-1,1-dimethyl-ethylamino]-ethyl}-4H-benzo[1,4]oxazin-3-one C(C1=CC=CC=C1)OC=1C=C(C2=C(NC(CO2)=O)C1)[C@H](CNC(CC1=CC=C(C=C1)OC)(C)C)O